CC([O-])C.[Na+] sodium iso-propoxide